COC(=O)C1=NC=C(C=C1OC)OCCN(C)OC 3-methoxy-5-{2-[methoxy(methyl)amino]ethoxy}pyridine-2-carboxylic acid methyl ester